gadolinium barium copper oxygen fluorine [F].[O].[Cu].[Ba].[Gd]